4-[1-(2,6-dioxo-3-piperidyl)-2-oxo-benzo[cd]indol-6-yl]piperidine-1-carboxylic acid tert-butyl ester C(C)(C)(C)OC(=O)N1CCC(CC1)C=1C=2C3=C(C(N(C3=CC1)C1C(NC(CC1)=O)=O)=O)C=CC2